ClC=1C(=NC=CC1)C(=O)NCC(F)(F)F 3-chloro-N-(2,2,2-triFluoroethyl)pyridinamide